(E)-6-(1,3-dihydro-4-hydroxy-6-methoxy-7-methyl-3-oxo-5-isobenzofuranyl)-4-methyl-4-hexenoic acid 2-morpholinylethyl ester N1(CCOCC1)CCOC(CC\C(=C\CC=1C(=C2C(OCC2=C(C1OC)C)=O)O)\C)=O